NC=1C=C(C=C(C1)C(F)(F)F)[C@@H](C)NC1=NC=2N(C=3C1=CN(C(C3)=O)[C@@H]3COCC3)N=CC2 5-(((R)-1-(3-amino-5-(trifluoromethyl)phenyl)ethyl)amino)-7-((S)-tetrahydrofuran-3-yl)pyrazolo[1,5-a]pyrido[3,4-e]pyrimidin-8(7H)-one